tert-butyl 4-(((3-carbamoyl-6-chloropyridazin-4-yl)amino)methyl)piperidine-1-carboxylate C(N)(=O)C=1N=NC(=CC1NCC1CCN(CC1)C(=O)OC(C)(C)C)Cl